2-(1H-pyrrolo[2,3-b]pyridin-3-yl)ethane-1,2-dione N1C=C(C=2C1=NC=CC2)C(C=O)=O